C(C)(C)(C)OC(N(C1=CC(=CC=C1)CO[Si](C)(C)C(C)(C)C)CC1=CC(=CC=C1)CN1N=CC=2C1=NC(=NC2N)Cl)=O N-((3-((4-amino-6-chloro-pyrazolo[3,4-d]pyrimidin-1-yl)methyl)phenyl)methyl)-N-(3-((tert-butyl(dimethyl)silyl)oxymethyl)phenyl)-carbamic acid tert-butyl ester